tert-Butyl 4-((7-(2,3-dichloro-5-fluoro-6-methoxyphenyl)imidazo[1,2-a]pyridin-2-yl)methyl)piperidine-1-carboxylate ClC1=C(C(=C(C=C1Cl)F)OC)C1=CC=2N(C=C1)C=C(N2)CC2CCN(CC2)C(=O)OC(C)(C)C